O=C1NC(CCC1N1C(C2=CC=CC(=C2C1=O)NCCOCCOCCOCCOCCOCCNC(OC(C)(C)C)=O)=O)=O 1-Tert-butyl N-[2-[2-[2-[2-[2-[2-[[2-(2,6-dioxo-3-piperidyl)-1,3-dioxo-isoindolin-4-yl]amino] ethoxy]ethoxy]ethoxy]ethoxy]ethoxy]ethyl]carbamate